methyl 3-((3,3-dimethyl-2-oxobutyl)carbamoyl)cyclopentane-1-carboxylate CC(C(CNC(=O)C1CC(CC1)C(=O)OC)=O)(C)C